4-chloro-6-methoxy-2-(2-(trifluoromethyl)phenyl)pteridine ClC1=NC(=NC2=NC=C(N=C12)OC)C1=C(C=CC=C1)C(F)(F)F